C(C)(C)(C)OC(=O)N1C([C@@]2(C3=CC(=CC=C13)OC)[C@@H](C2)C2=CC=C1C(=NN(C1=C2)C(=O)OC(C)(C)C)NC2=NC=NC=C2OCC)=O (1R,2S)-2-[1-tert-Butoxycarbonyl-3-[(5-ethoxypyrimidin-4-yl)amino]indazol-6-yl]-5'-methoxy-2'-oxo-spiro[cyclopropane-1,3'-indoline]-1'-carboxylic acid tert-butyl ester